2,6-dimethoxy-N-(4-methoxy-6-(5-methoxypyridin-3-yl)benzo[d]isoxazol-3-yl)benzenesulfonamide COC1=C(C(=CC=C1)OC)S(=O)(=O)NC1=NOC2=C1C(=CC(=C2)C=2C=NC=C(C2)OC)OC